1,1,2,2-tetrakis-(4-hydroxyphenyl)ethane OC1=CC=C(C=C1)C(C(C1=CC=C(C=C1)O)C1=CC=C(C=C1)O)C1=CC=C(C=C1)O